N-(2-((1r,3r,5r,7r)-adamantan-2-ylamino)ethyl)-5-(4-chloro-phenyl)-1-(3,4-dichloro-phenyl)-4-methyl-1H-pyrazole-3-carboxamide C12C(C3CC(CC(C1)C3)C2)NCCNC(=O)C2=NN(C(=C2C)C2=CC=C(C=C2)Cl)C2=CC(=C(C=C2)Cl)Cl